Diethyl-succinat C(C)OC(CCC(=O)OCC)=O